methyl 4-amino-4-(3-chloro-2-(1-methyl-1H-pyrazol-4-yl)phenyl)-2-methylenebutanoate hydrochloride Cl.NC(CC(C(=O)OC)=C)C1=C(C(=CC=C1)Cl)C=1C=NN(C1)C